FC1=C(C=CC(=C1)C(NC)=O)C=1N=C2SC3=C(N2C1)C=CC=C3 2-(2-fluoro-4-(methylcarbamoyl)phenyl)benzo[d]imidazo[2,1-b]thiazol